ClC=1C=C(C=CC1F)NC(N(CC)[C@@H]1COCC=2NC(C=3C=C(C=CC3C21)Cl)=O)=O (S)-3-(3-chloro-4-fluorophenyl)-1-(8-chloro-6-oxo-1,4,5,6-tetrahydro-2H-pyrano[3,4-c]isoquinolin-1-yl)-1-ethylurea